2-(2,3-Difluoro-4-isopropyl-5-methoxyphenyl)benzoxazole FC1=C(C=C(C(=C1F)C(C)C)OC)C=1OC2=C(N1)C=CC=C2